(S)-(1-((1H-indol-3-yl)methyl)-6,7-dimethoxy-3,4-dihydroisoquinoline-2(1H)-yl)(tetrahydro-2H-pyran-4-yl)-methanone N1C=C(C2=CC=CC=C12)C[C@@H]1N(CCC2=CC(=C(C=C12)OC)OC)C(=O)C1CCOCC1